6-(3-Bromo-1-(3-chloropyridin-2-yl)-1H-pyrazol-5-carboxamido)-N-(1-hydroxy-2-methylpropan-2-yl)-5-methylpyrazolo[1,5-a]pyridin-7-carboxamid BrC1=NN(C(=C1)C(=O)NC=1C(=CC=2N(C1C(=O)NC(CO)(C)C)N=CC2)C)C2=NC=CC=C2Cl